[Si](C)(C)(C(C)(C)C)OCCC(O)C1(CN(C1)C(=O)OC(C)(C)C)C(=O)OC tert-butyl O3-methyl 3-[3-[tert-butyl(dimethyl)silyl]oxy-1-hydroxy-propyl]azetidine-1,3-dicarboxylate